6-(3-{8-azabicyclo[3.2.1]octan-8-yl}propoxy)-7-methoxy-N-methyl-1H,2H,3H-cyclopenta[b]quinolin-9-amine C12CCCC(CC1)N2CCCOC=2C(=CC=1C(=C3C(=NC1C2)CCC3)NC)OC